C12CNCC(N1C=1C(=C3CN(C(C3=CC1F)=O)C1C(NC(CC1)=O)=O)F)C2 3-(5-(3,6-diazabicyclo[3.1.1]heptan-6-yl)-4,6-difluoro-1-oxoisoindolin-2-yl)piperidine-2,6-dione